O=C1NN=CC=C1C(=O)N 3-OXO-2,3-DIHYDROPYRIDAZIN-4-CARBOXAMID